C(C)(=O)OC1=C2C(=CNC2=CC=C1)CCN(C([2H])([2H])[2H])C([2H])([2H])[2H] 3-(2-(di(methyl-d3) amino) ethyl)-1H-indol-4-yl acetate